8-[(8aS,11R)-6-Chloro-4-fluoro-11-methyl-10-(prop-2-enoyl)-8,8a,9,10,11,12-hexahydropyrazino[2',1':3,4][1,4]oxazepino[5,6,7-de]quinazolin-5-yl]-7-methylisoquinolin-1(2H)-one ClC1=C2C3=C(N=CN=C3C(=C1C=1C(=CC=C3C=CNC(C13)=O)C)F)N1[C@H](CO2)CN([C@@H](C1)C)C(C=C)=O